C(C)[C@@H]1NC2=CC=CC=C2[C@@H]([C@H]1CC)NC(OC(C)(C)C)=O |r| rac-tert-butyl ((2S,3S,4R)-2,3-diethyl-1,2,3,4-tetrahydroquinolin-4-yl)carbamate